C[Si](C)(C)C#CC1=CC=C(CCO)C=C1 4-(trimethylsilylacetenyl)benzyl-methanol